N=1C=CN2C1N=CC(=C2)C=2C=CN1N=C(N=C(C12)OC([2H])([2H])[2H])NC1CCC2(CN(C2)C(C)=O)CC1 1-(7-((5-(imidazo[1,2-a]pyrimidin-6-yl)-4-(methoxy-d3)pyrrolo[2,1-f][1,2,4]triazin-2-yl)amino)-2-azaspiro[3.5]nonan-2-yl)ethan-1-one